NC1=C(C=C(C=C1)OC)N 1,2-diamino-4-methoxybenzene